FC(C1=NC(=NO1)C=1C=C2CCC(C2=CC1)NC(=O)C1=NOC(=N1)C)F N-(5-(5-(difluoromethyl)-1,2,4-oxadiazol-3-yl)-2,3-dihydro-1H-inden-1-yl)-5-methyl-1,2,4-oxadiazole-3-carboxamide